2-chloro-5-(1-isopropyl-1H-pyrazol-4-yl)-4-methoxypyridine ClC1=NC=C(C(=C1)OC)C=1C=NN(C1)C(C)C